5-(2,4-Bis(benzyloxy)-5-isopropylphenyl)isoxazole-3-carboxylic acid methyl ester COC(=O)C1=NOC(=C1)C1=C(C=C(C(=C1)C(C)C)OCC1=CC=CC=C1)OCC1=CC=CC=C1